[N+](=O)([O-])C=1C=C(C#N)C=C(C1)C1=CN=NC=C1 3-nitro-5-(pyridazin-4-yl)benzonitrile